BrC=1C2(C3=CC(=CC=C3C1)OCOC)CCC(CC2)(C(=O)OC)N(C(C(F)(F)F)=O)C2=CC(=CC=C2)Cl methyl (1s,4s)-2'-bromo-4-[(3-chlorophenyl)(trifluoroacetyl)amino]-6'-(methoxymethoxy)spiro[cyclohexane-1,1'-indene]-4-carboxylate